3-Phenyl-2,8-dihydropyrano[2,3-f]chromen C1(=CC=CC=C1)C1=CC=2C(=C3C=CCOC3=CC2)OC1